[Cl-].C(CCCCCCCCCCCCCCCCCCCCC)[N+](C)(CC)CC behenylDiethyl-methyl-ammonium chloride